dimethyl 1,11-undecanedioate C(CCCCCCCCCC(=O)OC)(=O)OC